C(C1=CC=CC=C1)OCC12OCC(CC1)(CC2)C2=NN1C(C=3N([C@H](C1)C)C(=NC3)[C@@](C(F)(F)F)(C)O)=C2 (R)-2-((S)-9-(1-((Benzyloxy)methyl)-2-oxabicyclo[2.2.2]octan-4-yl)-5-methyl-5,6-dihydroimidazo[1,5-a]pyrazolo[5,1-c]pyrazin-3-yl)-1,1,1-trifluoropropan-2-ol